O1CCN(CC1)C(CCNC(OCC1=CC=CC=C1)=O)=O benzyl (3-morpholino-3-oxopropyl)carbamate